2-{4-[(E)-2-(5-Diisocyanomethylidene-4-isocyano-2,2-dimethyl-2H-fur-3-yl)ethenyl]-2-bromophenoxy}-5-nitrophenylhydroperoxyamine [N+](#[C-])C(=C1C(=C(C(O1)(C)C)/C=C/C1=CC(=C(OC2=C(C=C(C=C2)[N+](=O)[O-])NOO)C=C1)Br)[N+]#[C-])[N+]#[C-]